O=C1NC(CCC1N1C(C2=CC=C(C=C2C1)C1(CCN(CC1)CC1=CC=C(C=C1)N1C[C@H]([C@@H](CC1)NC(OC(C)(C)C)=O)O)O)=O)=O tert-butyl ((3R,4R)-1-(4-((4-(2-(2,6-dioxopiperidin-3-yl)-1-oxoisoindolin-5-yl)-4-hydroxypiperidin-1-yl)methyl)phenyl)-3-hydroxypiperidin-4-yl)carbamate